(rac)-2-[2-[3-[(Dimethylamino)methyl]morpholin-4-yl]oxazolo[4,5-b]pyridin-5-yl]-3-methyl-5-(trifluoromethyl)phenol CN(C)C[C@H]1N(CCOC1)C=1OC=2C(=NC(=CC2)C2=C(C=C(C=C2C)C(F)(F)F)O)N1 |r|